2-(4-fluoropiperidin-4-yl)-5-((1S,5R)-5-(trifluoromethyl)-3-(8-(trifluoromethyl)quinolin-5-yl)-3-azabicyclo[3.1.0]hexan-1-yl)-1,3,4-oxadiazole FC1(CCNCC1)C=1OC(=NN1)[C@@]12CN(C[C@]2(C1)C(F)(F)F)C1=C2C=CC=NC2=C(C=C1)C(F)(F)F